γ-glycidoxyoctylmethyldiethoxysilane C(C1CO1)OC(CC[Si](OCC)(OCC)C)CCCCC